CC1(CC1)OC=1C=C2C(=NNC2=CC1)C1=CC(=NC=C1)N1CCOC2(CN(C2)CC2CCNCC2)C1 8-[4-[5-(1-methylcyclopropoxy)-1H-indazol-3-yl]-2-pyridinyl]-2-(4-piperidinylmethyl)-5-oxa-2,8-diazaspiro[3.5]nonane